2'-chloro-N-(5-(6-chloro-5-methoxypicolinoyl)-5,6-dihydro-4H-pyrrolo[3,4-d]thiazol-2-yl)-5'-methoxy-6-methyl-[4,4'-bipyridine]-3-carboxamide ClC1=NC=C(C(=C1)C1=C(C=NC(=C1)C)C(=O)NC=1SC2=C(N1)CN(C2)C(C2=NC(=C(C=C2)OC)Cl)=O)OC